FC1=C(CN2C=3N(C4=C(C2=O)CN(CC4)CC4=CC=CC=C4)CCCN3)C=CC(=C1)F 6-(2,4-Difluorobenzyl)-3-benzyl-1,2,3,4,6,8,9,10-octahydro-5H-pyrido[3,4-e]pyrimido[1,2-a]pyrimidin-5-one